tin copper phosphate P(=O)([O-])([O-])[O-].[Cu+2].[Sn+4].P(=O)([O-])([O-])[O-]